C(C)(=O)O[C@H]1[C@H](NC[C@@H]1O)CC1=CC=C(C=C1)O (2R,3S,4S)-4-hydroxy-2-[(4-hydroxyphenyl)methyl]pyrrolidin-3-yl acetate